3-{5-chloro-2-[(oxan-4-yl)amino]pyrimidin-4-yl}-6-[2-oxo-2-(2,3,4,5-tetrahydro-1H-3-benzazepin-3-yl)ethyl]-5H,6H,7H-pyrrolo[3,4-b]pyridin-5-one ClC=1C(=NC(=NC1)NC1CCOCC1)C=1C=C2C(=NC1)CN(C2=O)CC(N2CCC1=C(CC2)C=CC=C1)=O